C[Si](C)(C)C([Si](C)(C)C)[Hf+2]C1C=CC=C1 bistrimethylsilylmethylcyclopentadienylhafnium (IV)